FC1=CC=C(C=C1)N(C(=O)C1=CC(=C(C=C1)C1=C(C(=CC=C1)C1=CC=CC=C1)C(=O)N)O)CC=1C=NC=CC1 (4-((4-fluorophenyl)(pyridin-3-ylmethyl)carbamoyl)-2-hydroxyphenyl)-[1,1'-biphenyl]-2-carboxamide